(dimethylacrylamide) ethyl-acrylate C(C)OC(C=C)=O.CC(=CC(=O)N)C